C(CCCCC)(=O)[O-].[NH4+] ammonium hexanate